N-(2-((4-(2-(Bis((1,3-dimethyl-1H-indazol-5-yl)methyl)amino)ethyl)phenyl)carbamoyl)-4,5-dimethoxyphenyl)-4-oxo-4H-chromene-2-carboxamide CN1N=C(C2=CC(=CC=C12)CN(CCC1=CC=C(C=C1)NC(=O)C1=C(C=C(C(=C1)OC)OC)NC(=O)C=1OC2=CC=CC=C2C(C1)=O)CC=1C=C2C(=NN(C2=CC1)C)C)C